ClC=1C(=CC(=C(C1)S(=O)(=O)N(C=1SC(=CN1)F)CC1=C(C=C(C=C1)OC)OC)F)N[C@@H](C)C1=C(C=CC=C1)F (S)-5-chloro-N-(2,4-dimethoxybenzyl)-2-fluoro-4-((1-(2-fluorophenyl)ethyl)amino)-N-(5-fluorothiazol-2-yl)benzenesulfonamide